ClC=1C=C2C=C(NC2=CC1OCC=1N=CSC1)CNC(=O)NC 1-[[5-chloro-6-(thiazol-4-ylmethoxy)-1H-indol-2-yl]methyl]-3-methyl-urea